BrC1=CC(=NNC1=O)C(=O)OC Methyl 5-bromo-6-oxo-1H-pyridazine-3-carboxylate